N-(bicyclo[1.1.1]pentan-1-yl)-2-((3,5-dichloro-4-(4-hydroxy-3-isopropylbenzyl)phenyl)thio)acetamide C12(CC(C1)C2)NC(CSC2=CC(=C(C(=C2)Cl)CC2=CC(=C(C=C2)O)C(C)C)Cl)=O